4-((2-fluoro-6-methoxyphenyl-(hydroxyimino)methyl)piperazin-1-yl)nicotinic acid FC1=C(C(=CC=C1)OC)C(=NO)C1N(CCNC1)C1=CC=NC=C1C(=O)O